(R)-4-(benzyloxy)-3-((1-methylpyrrolidin-2-yl)methyl)-1H-indole C(C1=CC=CC=C1)OC1=C2C(=CNC2=CC=C1)C[C@@H]1N(CCC1)C